3-(3-methyl-1-octanoyl-5-bromoindolin-3-yl)propionitrile CC1(CN(C2=CC=C(C=C12)Br)C(CCCCCCC)=O)CCC#N